N-cyclooctyl-4-(furan-2-yl)-1H-pyrrole-2-carboxamide C1(CCCCCCC1)NC(=O)C=1NC=C(C1)C=1OC=CC1